(S)-4,4-difluorotetrahydro-2H-pyran FC1(CCOCC1)F